N-(3,5-dichloro-4-(2,6-dioxopiperidin-3-yl)benzyl)-2-(4-(methoxymethyl)-5-methylpyrimidin-2-yl)-2-methylpropanamide ClC=1C=C(CNC(C(C)(C)C2=NC=C(C(=N2)COC)C)=O)C=C(C1C1C(NC(CC1)=O)=O)Cl